(S)-gamma-valerolactone C1(CC[C@H](C)O1)=O